4-(1-(3-bromo-2-fluorophenyl)-2-methyl-1H-imidazol-4-yl)-N-(1-(methylsulfonyl)piperidin-4-yl)-5-(trifluoromethyl)pyrimidin-2-amine BrC=1C(=C(C=CC1)N1C(=NC(=C1)C1=NC(=NC=C1C(F)(F)F)NC1CCN(CC1)S(=O)(=O)C)C)F